O1N=NN=C1 oxtriazole